3-(5-(4-(3-(5-((1r,3r)-3-((5-(5H-pyrido[4,3-b]indol-7-yl)pyridin-2-yl)oxy)cyclobutoxy)pyridin-2-yl)prop-2-yn-1-yl)piperazin-1-yl)-1-oxoisoindolin-2-yl)piperidine-2,6-dione C1=NC=CC=2NC=3C=C(C=CC3C21)C=2C=CC(=NC2)OC2CC(C2)OC=2C=CC(=NC2)C#CCN2CCN(CC2)C=2C=C1CN(C(C1=CC2)=O)C2C(NC(CC2)=O)=O